OC(CNC(C1=CC(=CC(=C1)C(F)(F)F)C(F)(F)F)=O)CO N-(2,3-dihydroxypropyl)-3,5-bis(trifluoromethyl)benzamide